N-((1-cyclohexyl-1H-tetrazol-5-yl)methyl)-N-methylcyanamide C1(CCCCC1)N1N=NN=C1CN(C#N)C